C(CN)N Ethylenediamine